O[C@]([C@H](/C=C/[C@@H]([C@H](C=O)\C(\C)=C\C=C\C(C)C1=NC=CN=C1)C)OC(=O)N1CCN(CC1)C1CCCCCC1)(CC[C@@H](CC=O)O)C 4-cycloheptylpiperazine-1-carboxylic acid [(2s,3s,4e,6s,7s,10s)-7,10-dihydroxy-3,7-dimethyl-12-oxo-2-[(2e,4e)-6-pyrazin-2-ylhept-2,4-dien-2-yl]-1-oxododec-4-en-6-yl] ester